FC1=C(CN2C[C@@H](N([C@@H](C2)C)C(C(C)C)=O)C(=O)NCC2=CC=C(C=C2)C2=NC=CC=N2)C(=CC=C1)OC(C(F)(F)F)C(C)(C)C (2R,6R)-4-(2-fluoro-6-((1,1,1-trifluoro-3,3-dimethylbutan-2-yl)oxy)benzyl)-1-isobutyryl-6-methyl-N-(4-(pyrimidin-2-yl)benzyl)piperazine-2-carboxamide